2-METHYL-2-INDANMETHANOL CC1(CC2=CC=CC=C2C1)CO